Cl.CSCCN 2-(methylthio)ethane-1-amine hydrochloride